O=C1NC(CCC1N1C(C2=CC=C(C=C2C1=O)OCCOCCOCCC(=O)N)=O)=O 3-[2-(2-[[2-(2,6-dioxopiperidin-3-yl)-1,3-dioxoisoindol-5-yl]oxy]ethoxy)ethoxy]propionamide